OC(C(CCO)O)O 1,2,4-trihydroxybutanol